NC1=C(C=C(C(=C1)Br)Cl)C(C)=O 1-(2-amino-4-bromo-5-chlorophenyl)ethanone